BrCC=1C(=NC=C(C1)Cl)C 3-(bromomethyl)-5-chloro-2-methylpyridine